4-(4-cyclopropyl-3-methyl-5-oxo-4,5-dihydro-1H-1,2,4-triazol-1-yl)-5-fluoro-N-(2-fluoro-6-methylphenyl)-2-{[(2S)-1,1,1-trifluoropropan-2-yl]oxy}benzamide C1(CC1)N1C(=NN(C1=O)C1=CC(=C(C(=O)NC2=C(C=CC=C2C)F)C=C1F)O[C@H](C(F)(F)F)C)C